CC1=C2CC3=C(C(=C(N3)CC4=C(C(=C(N4)CC5=C(C(=C(N5)CC(=C1CCC(=O)O)N2)CCC(=O)O)C)C=C)C)C=C)C The molecule is a member of porphyrinogens. It has a role as an Escherichia coli metabolite and a mouse metabolite. It is a conjugate acid of a protoporphyrinogen(2-).